C(C)(C)(C)C=1N=NN(C1)CC(=O)NC1=CC=C(C=C1)C1=NC=NC2=CC(=C(C=C12)OC)OCC1CCN(CC1)CCOC 2-(4-(tert-butyl)-1H-1,2,3-triazole-1-yl)-N-(4-(6-methoxy-7-((1-(2-methoxyethyl)piperidin-4-yl)methoxy)quinazolin-4-yl)phenyl)acetamide